4-((azetidin-3-yloxy)methyl)-1-methyl-1H-pyrazole N1CC(C1)OCC=1C=NN(C1)C